ClC1=CC(=C(C=C1)S(=O)(=O)N[C@@H]([C@H](C)C1=C(C(=CC=C1F)C1=CC=NN1C)C)C=1OC(NN1)=O)OC 4-chloro-N-((1S,2R)-2-(6-fluoro-2-methyl-3-(1-methyl-1H-pyrazol-5-yl)phenyl)-1-(5-oxo-4,5-dihydro-1,3,4-oxadiazol-2-yl)propyl)-2-methoxybenzenesulfonamide